F[C@H]1C[C@H](N(C1)C(CN1C[C@H](CC1)OC1=CC=NC2=CC(=C(C=C12)OC)OC)=O)C#N (2S,4S)-4-fluoro-1-[2-[(3S)-3-[(6,7-dimethoxy-4-quinolyl)oxy]pyrrolidin-1-yl]acetyl]pyrrolidine-2-carbonitrile